C1OCC12CN(C2)[C@@H]2CC1(CC2)CCN(CC1)S(=O)(=O)C=1C=C(C#N)C=C(C1)F (S)-3-((2-(2-oxa-6-azaspiro[3.3]hept-6-yl)-8-azaspiro[4.5]dec-8-yl)sulfonyl)-5-fluorobenzonitrile